8-((R)-ethylsulfinyl)-3-(4-(2,2,2-trifluoroethoxy)phenyl)-2-(trifluoromethyl)-4H-pyrido[1,2-a]pyrimidin-4-one C(C)[S@@](=O)C1=CC=2N(C(C(=C(N2)C(F)(F)F)C2=CC=C(C=C2)OCC(F)(F)F)=O)C=C1